NC1=NC=2C=C(C(=CC2C2=C1C=NN2C)C(=O)N([C@@H]2COC1=C2C=CC(=C1)C#CC1=CN=C2N1CCN(C2)C)C)Cl (S)-4-amino-7-chloro-N,1-dimethyl-N-(6-((7-methyl-5,6,7,8-tetrahydroimidazo[1,2-a]pyrazin-3-yl)ethynyl)-2,3-dihydrobenzofuran-3-yl)-1H-pyrazolo[4,3-c]quinoline-8-carboxamide